(S)-1-(4-(((8-chloro-3-cyano-4-(neopentylamino)quinolin-6-yl)amino)(6-fluoro-2-methylpyridin-3-yl)methyl)-1H-1,2,3-triazol-1-yl)-N,N-dimethylcyclopropane-1-carboxamide ClC=1C=C(C=C2C(=C(C=NC12)C#N)NCC(C)(C)C)N[C@H](C=1N=NN(C1)C1(CC1)C(=O)N(C)C)C=1C(=NC(=CC1)F)C